(3S,4R)-3-fluoro-4-(2-hydroxy-2-methylpropyloxy)piperidine-1-carboxylic acid tert-butyl ester C(C)(C)(C)OC(=O)N1C[C@@H]([C@@H](CC1)OCC(C)(C)O)F